N[C@H]1CN(C[C@@H](C1)F)C(=O)C1=CC2=C(N(C(=N2)C2=CC=3C=4N2CCN(C4C=CC3)C(CC#N)=O)C)C(=C1)OC 3-(5-(5-((3R,5R)-3-amino-5-fluoropiperidine-1-carbonyl)-7-methoxy-1-methyl-1H-benzo[d]imidazol-2-yl)-2,3-dihydro-1H-pyrrolo[1,2,3-de]quinoxalin-1-yl)-3-oxopropionitrile